(Z)-4-[4-[(E)-3-(3,4-Dimethylphenyl)prop-2-enoyl]anilino]-4-oxobut-2-enoic acid CC=1C=C(C=CC1C)/C=C/C(=O)C1=CC=C(NC(\C=C/C(=O)O)=O)C=C1